BrC=1C=C(C(N(C1)C)=O)N1CCN(CC1)C(=O)OC(C)(C)C tert-butyl 4-(5-bromo-1-methyl-2-oxo-1,2-dihydropyridin-3-yl)piperazine-1-carboxylate